2-(chloromethyl)-1-(methoxymethyl)-1H-benzo[d]imidazole ClCC1=NC2=C(N1COC)C=CC=C2